NC1=NN2C(C(=CC(=C2)OCCOCC)C=2C=NC(=CC2)N2CC3N(C(C2)C3)CC=3C=NC(=CC3)OC)=C1C#N 2-amino-6-(2-ethoxyethoxy)-4-(6-(6-((6-methoxypyridin-3-yl)methyl)-3,6-diazabicyclo[3.1.1]heptan-3-yl)pyridin-3-yl)pyrazolo[1,5-a]pyridine-3-carbonitrile